BrC1=C(C=CC=C1)C=1C=C2C=3C=CC=CC3N3C2=C(C1)C1=CC=CC=C13 2-(2-bromophenyl)indolo[3,2,1-jk]carbazole